bipyridin N1=C(C=CC=C1)C1=NC=CC=C1